ClC=1C=CC(=C(C1)NC1=NC=NC2=CC=C(C=C12)C1CN(C1)C(=O)OC(C)(C)C)F tert-butyl 3-(4-((5-chloro-2-fluorophenyl)amino)quinazolin-6-yl)azetidine-1-carboxylate